NC=1C=2N(C=CN1)C(=NC2Br)C 8-amino-1-bromo-3-methylimidazo[1,5-a]pyrazine